ethyl 2-[5-(cyclopropylmethyl)-4-[(3-fluoro-4-sulfamoyl-phenyl)methyl]-3-(trifluoromethylsulfonyloxy)pyrazol-1-yl]thiazole-4-carboxylate C1(CC1)CC1=C(C(=NN1C=1SC=C(N1)C(=O)OCC)OS(=O)(=O)C(F)(F)F)CC1=CC(=C(C=C1)S(N)(=O)=O)F